(S)-N-(4-(6-((R)-3-(methoxymethyl)pyrrolidin-1-yl)pyridin-2-yl)thiazol-2-yl)-1-(1-(methylsulfonyl)-1H-pyrrole-3-carbonyl)azetidine-2-carboxamide COC[C@H]1CN(CC1)C1=CC=CC(=N1)C=1N=C(SC1)NC(=O)[C@H]1N(CC1)C(=O)C1=CN(C=C1)S(=O)(=O)C